(2R,4S)-tert-butyl 4-(3-((1H-indazol-6-yl)ethynyl)-4-amino-1H-pyrazolo[3,4-d]pyrimidin-1-yl)-2-(methoxymethyl)pyrrolidine-1-carboxylate N1N=CC2=CC=C(C=C12)C#CC1=NN(C2=NC=NC(=C21)N)[C@H]2C[C@@H](N(C2)C(=O)OC(C)(C)C)COC